FC(C(C)(O)C)(C1=CC(=CC=C1)[C@@H](C)NC=1C2=C(N=C(N1)C)N=C(C(=C2)N2CCN(CC2)C)OC)F (R)-1,1-difluoro-1-(3-(1-((7-methoxy-2-methyl-6-(4-methylpiperazin-1-yl)pyrido[2,3-d]pyrimidin-4-yl)amino)ethyl)phenyl)-2-methylpropan-2-ol